The molecule is a 3beta-hydroxysteroid consisting of 3beta-hydroxy-5alpha-cholestane having an additional oxo group at the 15-position. It is a 15-oxo steroid and a 3beta-hydroxy steroid. C[C@H](CCCC(C)C)[C@H]1CC(=O)[C@@H]2[C@@]1(CC[C@H]3[C@H]2CC[C@@H]4[C@@]3(CC[C@@H](C4)O)C)C